C(C)OC1=C(C(C1=O)=O)NC=1C(=C(C(=O)O)C=CC1)O 3-((2-Ethoxy-3,4-dioxocyclobut-1-en-1-yl)amino)-2-hydroxybenzoic acid